C1(=CC=CC=C1)C(C)(C)C1=NN=C(O1)C(=O)O 5-(2-phenylpropane-2-yl)-1,3,4-oxadiazole-2-carboxylic acid